tert-butyl 3-((2-(((2-((1S,2S)-2-(3-chlorophenyl)cyclopropane-1-carboxamido)pyridin-4-yl)amino)methyl)-6-cyclopropylimidazo[1,2-a]pyridin-8-yl)(hydroxy)methyl)azetidine-1-carboxylate ClC=1C=C(C=CC1)[C@@H]1[C@H](C1)C(=O)NC1=NC=CC(=C1)NCC=1N=C2N(C=C(C=C2C(C2CN(C2)C(=O)OC(C)(C)C)O)C2CC2)C1